nitro-prop-2-ynyl-benzenesulfonamide [N+](=O)([O-])C=1C(=C(C=CC1)S(=O)(=O)N)CC#C